4-octacosanoxybenzyl alcohol C(CCCCCCCCCCCCCCCCCCCCCCCCCCC)OC1=CC=C(CO)C=C1